OCCCC1=C(C=CC(=C1)N)N 2-GAMMA-HYDROXYPROPYL-PARA-PHENYLENDIAMIN